NS(=O)(=O)NCCC1CCN(CC1)C1=C(C=C(C=C1)F)NC(=O)C1=NC(=CN=C1)C1=C(C=CC=C1F)OC N-[2-(4-{2-[(aminosulfonyl)amino]ethyl}hexahydropyridin-1-yl)-5-fluorophenyl]-6-(6-fluoro-2-methoxyphenyl)pyrazine-2-carboxamide